6-(6-((1S,6R,7R)-7-(aminomethyl)-7-(2-fluorophenyl)-3-azabicyclo[4.1.0]heptan-3-yl)-1H-pyrazolo[3,4-b]pyrazin-3-yl)indolin-2-one NC[C@@]1([C@@H]2CCN(C[C@H]12)C1=CN=C2C(=N1)NN=C2C2=CC=C1CC(NC1=C2)=O)C2=C(C=CC=C2)F